C(=O)O.CN(SS[Na])C N,N-dimethyl-aminodithiosodium formate